7-amino-N-cyclopropyl-5-((2-isopropoxypyridin-3-yl)amino)-6-methylpyrazolo[1,5-a]pyrimidine-3-carboxamide NC1=C(C(=NC=2N1N=CC2C(=O)NC2CC2)NC=2C(=NC=CC2)OC(C)C)C